FCCN1CC(CCC1)N 1-(2-fluoroethyl)piperidin-3-amine